ClC1=C2C(=NC=C1)C(CC2C)OCC2=CC=C(C=C2)OC 4-chloro-7-[(4-methoxyphenyl)methoxy]-5-methyl-6,7-dihydro-5H-cyclopenta[b]pyridine